BrC=1C=NN2C1N=C(N=C2NCC=2NC=C(N2)C2=CC=C(C=C2)C)SC 8-bromo-N-{[4-(4-methylphenyl)-1H-imidazol-2-yl]methyl}-2-(methylsulfanyl)pyrazolo[1,5-a][1,3,5]triazin-4-amine